4,9-Dibromo-2,7-bis[3-(dimethylamino)propyl]benzo[lmn][3,8]phenanthroline-1,3,6,8(2H,7H)-tetrone BrC1=CC=2C(N(C(C=3C2C=2C(C(N(C(C12)=O)CCCN(C)C)=O)=CC3Br)=O)CCCN(C)C)=O